CN1C[C@@H](CCC1)NC1=CC=C(N=N1)C1=C(C=CC2=CC=CC=C12)O (R)-1-(6-((1-methylpiperidin-3-yl)amino)pyridazin-3-yl)naphthalen-2-ol